N1(N=CN=C1)CC1(CC2(CNC3=NC=C(C(=C32)Cl)C=3C(=C(C(=O)N(C)C)C(=CC3)N)F)CC1)O 3-(3-((1H-1,2,4-Triazol-1-yl)methyl)-4'-chloro-3-hydroxy-1',2'-dihydrospiro[cyclopentane-1,3'-pyrrolo[2,3-b]pyridin]-5'-yl)-6-amino-2-fluoro-N,N-dimethylbenzamide